CCCCC\C=C/C\C=C/CCCCCCCC (6z,9z)-octadec-6,9-diene